3-(3,5-Difluorophenyl)-N-[(1R,4S)-4-(oxazinan-2-ylcarbonyl)cyclopent-2-en-1-yl]-5-(trifluoromethyl)-4H-1,2-oxazol-5-carboxamid FC=1C=C(C=C(C1)F)C1=NOC(C1)(C(=O)N[C@H]1C=C[C@H](C1)C(=O)N1OCCCC1)C(F)(F)F